1-((3R,5R,8R,9R,10S,13S,14S,15S,17S)-15-Cyclopropyl-3-hydroxy-3,13-dimethylhexadecahydro-1H-cyclopenta[a]phenanthren-17-yl)-2-(2H-tetrazol-2-yl)ethan-1-one C1(CC1)[C@H]1[C@H]2[C@@H]3CC[C@@H]4C[C@](CC[C@@H]4[C@H]3CC[C@@]2([C@H](C1)C(CN1N=CN=N1)=O)C)(C)O